FC(CN1CCNCC1)(F)C1CCN(CC1)CC1CCN(CC1)C=1C=C2C(N(C(C2=CC1)=O)C1C(NC(CC1)=O)=O)=O 5-[4-[[4-(1,1-difluoro-2-piperazin-1-yl-ethyl)-1-piperidinyl]methyl]-1-piperidinyl]-2-(2,6-dioxo-3-piperidinyl)isoindoline-1,3-dione